((1R,3R)-3-(4-(5-(trifluoromethyl)pyrimidine-2-yl)piperazine-1-carbonyl)cyclobutyl)carbamic acid tert-butyl ester C(C)(C)(C)OC(NC1CC(C1)C(=O)N1CCN(CC1)C1=NC=C(C=N1)C(F)(F)F)=O